NC1=CC(=C(C(=O)OC)C(=C1)F)F methyl 4-amino-2,6-difluorobenzoate